(R/S)-(-)-5,5'-Bis[di(3,5-di-tert-butyl-4-methoxyphenyl)phosphino]-4,4'-bi-1,3-benzodioxole C(C)(C)(C)C=1C=C(C=C(C1OC)C(C)(C)C)P(C1=C(C2=C(OCO2)C=C1)C1=C(C=CC=2OCOC21)P(C2=CC(=C(C(=C2)C(C)(C)C)OC)C(C)(C)C)C2=CC(=C(C(=C2)C(C)(C)C)OC)C(C)(C)C)C2=CC(=C(C(=C2)C(C)(C)C)OC)C(C)(C)C